Palladium hexafluoroantimonate F[Sb-](F)(F)(F)(F)F.[Pd+2].F[Sb-](F)(F)(F)(F)F